rac-1-(4-((tert-butyldimethylsilyl)oxy)butyl)-4-(2,3-dichloro-6-((2-(trimethylsilyl)ethoxy)methoxy)phenyl)pyrrolidine-2-thione [Si](C)(C)(C(C)(C)C)OCCCCN1C(C[C@@H](C1)C1=C(C(=CC=C1OCOCC[Si](C)(C)C)Cl)Cl)=S |r|